1,3,5-triphenyl-ethynyl-benzene C1(=CC=CC=C1)C#CC1=CC(=CC(=C1)C1=CC=CC=C1)C1=CC=CC=C1